C(C)(C)(C)N(C(O)=O)C1CCN(CC1)C(CCN1CCN(CC1)C1=CC(=NC=C1)C1C(NC(CC1)=O)=O)=O.C(=O)(O)NC1=CC=C(C=C1)N1C2=CC=CC=C2C=2C=CC=CC12 9-(4-carboxyaminophenyl)carbazole tert-butyl-(1-(3-(4-(2-(2,6-dioxopiperidin-3-yl)pyridin-4-yl)piperazin-1-yl)propanoyl)piperidin-4-yl)carbamate